O(C1=CC=CC=C1)CCCC(=O)NCC(=O)N1CC2(OCCO2)C[C@H]1C(=O)O (S)-7-((4-phenoxybutanoyl)glycyl)-1,4-dioxa-7-azaspiro[4.4]nonane-8-carboxylic acid